FC1(CNCC=C1C1=C(C=C(C=C1)[N+](=O)[O-])F)F 3,3-difluoro-4-(2-fluoro-4-nitro-phenyl)-2,6-dihydropyridin